(2R)-2-[2-[4-chloro-2-(5-cyclopropyl-2-methylpyrazol-3-yl)oxyphenyl]pyrimidin-5-yl]-2-fluoroethanamine ClC1=CC(=C(C=C1)C1=NC=C(C=N1)[C@H](CN)F)OC=1N(N=C(C1)C1CC1)C